OC(CC(=O)NC1C[C@H]2CC[C@@H](C1)N2C(=O)OC(C)(C)C)C tert-butyl (1R,3s,5S)-3-(3-hydroxybutanamido)-8-azabicyclo[3.2.1]octane-8-carboxylate